N-((R)-4-morpholino-1,4-dioxo-1-(((R)-3-phenyl-1-(4,4,5,5-tetramethyl-1,3,2-dioxaborolan-2-yl)propyl)amino)butan-2-yl)pyrazine-2-carboxamide O1CCN(CC1)C(C[C@H](C(N[C@@H](CCC1=CC=CC=C1)B1OC(C(O1)(C)C)(C)C)=O)NC(=O)C1=NC=CN=C1)=O